5-hexanamido-1-methyl-1H-benzo[d]imidazole-7-carboxylic acid C(CCCCC)(=O)NC1=CC2=C(N(C=N2)C)C(=C1)C(=O)O